BrC1=CC(=C2C(=NN(C2=C1)C)I)F 6-Bromo-4-fluoro-3-iodo-1-methyl-1H-indazole